C(C=C)(=O)OCC(COC(C=C)=O)(CC)CCCC 2-butyl-2-ethyl-1,3-propanediol diacrylate